9-((3-methylbenzylidene)amino)-2-morpholino-9H-purin-6-amine CC=1C=C(C=NN2C3=NC(=NC(=C3N=C2)N)N2CCOCC2)C=CC1